CNC(CN([C@@H]1CNCC1)C)=O (S)-N-Methyl-2-(methyl(pyrrolidin-3-yl)amino)acetamide